8-benzyl-6-((tert-butyldimethylsilyl)oxy)-8-azabicyclo[3.2.1]octan-3-one C(C1=CC=CC=C1)N1C2CC(CC1C(C2)O[Si](C)(C)C(C)(C)C)=O